2-butyne-1,4-diol di(methanesulfonate) CS(=O)(=O)OCC#CCOS(=O)(=O)C